5α-cholestane-hexaol C(C(C(O)O)(CCC[C@@H](C)[C@H]1CC[C@H]2[C@@H]3CC[C@H]4CCCC[C@]4(C)[C@H]3CC[C@]12C)O)(O)(O)O